FC(C(=O)O)(F)F.ClC=1C=C(C(=C(C1)C1N(CCC1)S(=O)(=O)N)F)C=1C(=NN(C1)C1=C(C=C(C=C1)N1CCNCCC1)F)C1=CC=NC=C1 (5-chloro-3-{1-[4-(1,4-diazepan-1-yl)-2-fluorophenyl]-3-(pyridin-4-yl)pyrazol-4-yl}-2-fluorophenyl)pyrrolidine-1-sulfonamide trifluoroacetic acid salt